FC(C1=CC=C2CCCOC2=C1)(F)F 7-(trifluoromethyl)chroman